ClC=1C=CC(=NC1)O[C@@H]1C[C@@H]2N([C@@H](CN(C2)C2=C3C=CC=NC3=C(C=C2)C#N)C)CC1 5-((4r,8s,9as)-8-((5-chloropyridin-2-yl)oxy)-4-methyl-octahydro-2H-pyrido[1,2-a]pyrazin-2-yl)quinoline-8-carbonitrile